4-(6-(2-(2-isopropylphenyl)-4-((7-methoxy-2-methylbenzofuran-5-yl)methyl)piperazin-1-yl)-2-azaspiro[3.3]heptan-2-yl)benzoic acid C(C)(C)C1=C(C=CC=C1)C1N(CCN(C1)CC=1C=C(C2=C(C=C(O2)C)C1)OC)C1CC2(CN(C2)C2=CC=C(C(=O)O)C=C2)C1